CC=1C=CC=C2C(N(C=NC12)CO)=O 8-methyl-3-(hydroxymethyl)quinazolin-4(3H)-one